O=C1NC(CCC1N1C(C2=CC=C(C=C2C1=O)NCCCCCCCCCCC(=O)N(C)CC=1C=C(C=CC1)SCC=1N=NN(C1)C=1C=C(C(=O)NO)C=CC1)=O)=O 3-(4-(((3-((11-((2-(2,6-dioxopiperidin-3-yl)-1,3-dioxoisoindolin-5-yl)amino)-N-methylundecanamido)methyl)phenyl)thio)methyl)-1H-1,2,3-triazol-1-yl)-N-hydroxybenzamide